C(C)N1C[C@@]2([C@](C1=O)(C(=O)OCC)C)C(=CC(C=C2)=O)C Ethyl (4R,5R)-2-ethyl-4,6-dimethyl-3,8-dioxo-2-azaspiro[4.5]deca-6,9-diene-4-carboxylate